COC1=C(N)C=CC(=C1)N1[C@@H]2CN([C@H](C1)C2)C 2-methoxy-4-((1S,4S)-5-methyl-2,5-diazabicyclo[2.2.1]heptan-2-yl)aniline